ClC=1C=C(C=NC1N1N=CC=N1)NC(=O)C=1C(=NN(C1C(F)(F)F)C1=C2C=CC=NC2=CC=C1)F N-(5-chloro-6-(2H-1,2,3-triazol-2-yl)pyridin-3-yl)-3-fluoro-1-(quinolin-5-yl)-5-(trifluoromethyl)-1H-pyrazole-4-carboxamide